1-cyclopropyl-6,7-difluoro-1,2,3,4-tetrahydroquinolin-4-one C1(CC1)N1CCC(C2=CC(=C(C=C12)F)F)=O